C1(CC1)C1=NC2=CC=CC=C2C(=C1/C=C/[C@@H]1C[C@H](CC(O1)=O)O)C1=CC=C(C=C1)F (4R,6S,E)-6-[2-cyclopropyl-4-(4-fluorophenyl)-3-quinolinyl-vinyl]-4-hydroxy-3,4,5,6-tetrahydro-2H-pyran-2-one